4,5,6,7-tetrahydro-1,3-benzothiazol-5-ylmethanol S1C=NC2=C1CCC(C2)CO